p-toluenesulphonic acid amide CC1=CC=C(C=C1)S(=O)(=O)N